4-(bromomethyl)piperidine-1-carboxamide BrCC1CCN(CC1)C(=O)N